CC(C(OCCOCCOCCOCCOCC(=O)O)=O)=C 17-methyl-16-oxo-3,6,9,12,15-pentaoxaoctadec-17-enoic acid